6-((1-((6-methylpyridin-2-yl)methyl)-3-oxoisoindolin-2-yl)methyl)benzo[d]oxazol-2(3H)-one CC1=CC=CC(=N1)CC1N(C(C2=CC=CC=C12)=O)CC1=CC2=C(NC(O2)=O)C=C1